2-(3'-butoxy-3-methyl-[1,1'-biphenyl]-4-yl)-6-fluoroquinoline-4-carboxylic acid C(CCC)OC=1C=C(C=CC1)C1=CC(=C(C=C1)C1=NC2=CC=C(C=C2C(=C1)C(=O)O)F)C